CC1(CCC=2C(\C(\C3=CC=CC=C3C2C1)=N/[C@H](C(=O)O)CC1=CC=C(C=C1)C(F)(F)F)=O)C (2S)-2-{[(9Z)-3,3-dimethyl-10-oxo-1,2,3,4,9,10-hexahydrophenanthren-9-ylidene]amino}-3-[4-(trifluoromethyl)phenyl]propanoic acid